C1(CCCCC1)S(=O)(=O)N1CCC2(CC(CO2)NC[C@@H](COC=2C=C(C=CC2)S(=O)(=O)NC)O)CC1 3-((2S)-3-(8-(cyclohexylsulfonyl)-1-oxa-8-azaspiro[4.5]decan-3-ylamino)-2-hydroxypropoxy)-N-methylbenzenesulfonamide